1-(2-aminoethyl)piperidin-4-one NCCN1CCC(CC1)=O